8-(methyl)guanosine CC=1N([C@H]2[C@H](O)[C@H](O)[C@@H](CO)O2)C=2N=C(NC(C2N1)=O)N